C(C)N(C(=O)C=1C=C(C=CC1)C)CC N,N-diethylm-toluamide